(5-chloro-2,4-difluorophenyl)hydrazine hydrochloride Cl.ClC=1C(=CC(=C(C1)NN)F)F